2-[2-[[3-chloro-5-fluoro-6-[3-methyl-2,6-dioxo-4-trifluoromethylpyrimidin-1-yl]-2-pyridinyl]oxy]phenoxy]acetic acid ethyl ester C(C)OC(COC1=C(C=CC=C1)OC1=NC(=C(C=C1Cl)F)N1C(N(C(=CC1=O)C(F)(F)F)C)=O)=O